4-(6-(4-((2-(tert-butyl)thiazole-5-carboxamido)methyl)-3-methylphenyl)-7H-purin-8-yl)morpholine-2-carboxylic acid C(C)(C)(C)C=1SC(=CN1)C(=O)NCC1=C(C=C(C=C1)C1=C2NC(=NC2=NC=N1)N1CC(OCC1)C(=O)O)C